(+)-(3aS,6aS)-3a,6a-Dihydro-2,2-dimethyl-4H-cyclopenta-1,3-dioxol-4-one CC1(O[C@H]2C=CC(=O)[C@H]2O1)C